3-chloro-4-fluorophenyl azide ClC=1C=C(C=CC1F)N=[N+]=[N-]